8-((4-chlorobenzyl)sulfonyl)-1,3,7-trimethyl-1H-purine-2,6(3H,7H)-dione ClC1=CC=C(CS(=O)(=O)C2=NC=3N(C(N(C(C3N2C)=O)C)=O)C)C=C1